(4aR,8aS)-6-[3-[4-(2,2,2-Trifluoro-1,1-dimethylethyl)phenyl]azetidine-1-carbonyl]-4,4a,5,7,8,8a-hexahydropyrido[4,3-b][1,4]oxazin-3-one FC(C(C)(C)C1=CC=C(C=C1)C1CN(C1)C(=O)N1C[C@@H]2[C@@H](OCC(N2)=O)CC1)(F)F